1-(3-(dimethylamino)propyl)-2-methyl-5,6,7,8-tetrahydro-1H-pyrrolo[2,3-b]quinolin-4-amine CN(CCCN1C(=CC=2C1=NC=1CCCCC1C2N)C)C